rac-(1S*,2S*)-2-(2-amino-5-chlorophenyl)-N-(6-(((6-cyclopropylimidazo[1,2-a]pyridin-2-yl)methyl)amino)pyrimidin-4-yl)cyclopropane-1-carboxamide NC1=C(C=C(C=C1)Cl)[C@@H]1[C@H](C1)C(=O)NC1=NC=NC(=C1)NCC=1N=C2N(C=C(C=C2)C2CC2)C1 |r|